CC1(CCC=2C1=NC1=C(C2NC(=O)N=S(=O)(N)C2=C(N=C(S2)C(C)(C)O)CO)CCC1)C N'-((3,3-dimethyl-1,2,3,5,6,7-hexahydrodicyclopenta[b,e]pyridin-8-yl)carbamoyl)-4-(hydroxymethyl)-2-(2-hydroxypropan-2-yl)thiazole-5-sulfonimidamide